CN1C(=NN=C1)S[C@@H](C)C=1C=C(C=CC1)NC(C1=NC=CC(=C1)NC)=O (S)-N-(3-(1-((4-methyl-4H-1,2,4-triazol-3-yl)thio)ethyl)phenyl)-4-(methylamino)picolinamide